BrC=1C(=C2C(=NC1)N=C(N2)C2=C(N(C(=C2)C)C=2C=C(C=CC2)NC(CN2CCOCC2)=O)C)N[C@@H]2CN(CC2)S(=O)(=O)CC (S)-N-(3-(3-(6-bromo-7-((1-(ethylsulfonyl)pyrrolidine-3-yl)amino)-1H-imidazo[4,5-b]pyridine-2-yl)-2,5-dimethyl-1H-pyrrol-1-yl)phenyl)-2-morpholinoacetamide